7-chloro-5-(4-fluorophenyl)-1-(p-toluenesulfonyl)-6-tetrahydropyran-4-yl-pyrazolo[4,3-g]quinolone ClC1=NC2=CC3=C(C=C2C(=C1C1CCOCC1)C1=CC=C(C=C1)F)C(NN3S(=O)(=O)C3=CC=C(C)C=C3)=O